C12CN(CC2C1)C1=NC2=C(C=C(C=C2C(N1C)=O)C)Br 2-(3-azabicyclo[3.1.0]hexan-3-yl)-8-bromo-3,6-dimethylquinazolin-4-one